1-[4-(benzoyl)phenyl]-heptane-1,2-dione 2-(O-benzoyl oxime) C(C1=CC=CC=C1)(=O)ON=C(C(=O)C1=CC=C(C=C1)C(C1=CC=CC=C1)=O)CCCCC